2-((5-chloro-3-cyano-4,6-dimethylpyridin-2-yl)amino)-N-(4-fluorophenyl)-N-methylpropanamide ClC=1C(=C(C(=NC1C)NC(C(=O)N(C)C1=CC=C(C=C1)F)C)C#N)C